6-Chloro-3-[(1R)-1-[3,6-dimethyl-4-oxo-2-[3-(trifluoromethyl)cyclopenta-1,4-dien-1-yl]chromen-8-yl]ethoxy]pyridine-2-carboxamide ClC1=CC=C(C(=N1)C(=O)N)O[C@H](C)C=1C=C(C=C2C(C(=C(OC12)C1=CC(C=C1)C(F)(F)F)C)=O)C